FC1=C(C=CC(=C1)B1OC(C(O1)(C)C)(C)C)N1C[C@H]2CC[C@@H](C1)N2C(=O)OC(C)(C)C tert-butyl (1R,5S)-3-(2-fluoro-4-(4,4,5,5-tetramethyl-1,3,2-dioxaborolan-2-yl)phenyl)-3,8-diazabicyclo[3.2.1]octane-8-carboxylate